CC1N(C([N+](CC1)(C)CC(=O)O)C)C 4-methylcarboxymethyl-1,2,3-trimethyl-1,4,5,6-tetrahydropyrimidinium